C(C)C=1C=CC=C2C(=NNC12)C1=C(C(=O)N)C=CC(=C1)F (7-ethyl-1H-indazol-3-yl)-4-fluorobenzamide